Triazolo[1,5-a]Pyrazine N1=NC=C2N1C=CN=C2